7-bromo-8-fluoro-3-(isoquinolin-4-yl)quinazoline-2,4(1H,3H)-dione BrC1=CC=C2C(N(C(NC2=C1F)=O)C1=CN=CC2=CC=CC=C12)=O